O=CC[C@@H](O)[C@H](O)[C@H](O)CO 2-DESOXY-GLUCOSE